ClC=1C=C(C=CC1F)[C@@H]1CN2[C@H](CO1)CN(CC2)C(=O)C=2C(=C1C(=NC2)NN=C1)Cl [(3R,9aS)-3-(3-chloro-4-fluoro-phenyl)-3,4,6,7,9,9a-hexahydro-1H-pyrazino[2,1-c][1,4]oxazin-8-yl]-(4-chloro-1H-pyrazolo[3,4-b]pyridin-5-yl)methanone